N-ETHYL-2-[(5-FORMYLFURAN-2-YL)(METHYL)AMINO]ACETAMIDE C(C)NC(CN(C)C=1OC(=CC1)C=O)=O